(6Ar,9R)-6,6,6a,9-tetramethyl-3-pentyl-8,9-dihydro-7H-benzo[c]chromen-1-ol CC1(OC=2C=C(C=C(C2C=2[C@]1(CC[C@H](C2)C)C)O)CCCCC)C